C[C@H]1N(CCNC1)CC1CCN(CC1)C(=O)OC(C)(C)C tert-butyl (R)-4-((2-methylpiperazin-1-yl)methyl)piperidine-1-carboxylate